FC1(N)C(C=C(C=C1)F)F 1,2,4-trifluoroaniline